C(C(=C)C)(=O)OCCOC1=CC=CC=C1 2-Phenoxyethyl methacrylate